5-bromo-N-[3-(2-ethoxyethoxy)-1-[(1r,4r)-4-[(1R,5S)-3-oxa-8-azabicyclo[3.2.1]oct-8-yl]cyclohexyl]-1H-pyrazol-4-yl]pyrimidin-2-amine BrC=1C=NC(=NC1)NC=1C(=NN(C1)C1CCC(CC1)N1[C@H]2COC[C@@H]1CC2)OCCOCC